ClC1=C(C=CC=C1C1=NC=CN=C1)SC=1N=NC(=CN1)N1CCC2([C@@H]([C@@H](OC2)C)N)CC1 (3S,4S)-8-(3-((2-chloro-3-(pyrazin-2-yl)phenyl)mercapto)-1,2,4-triazin-6-yl)-3-methyl-2-oxa-8-azaspiro[4.5]decan-4-amine